[Cl-].C(C1=CC=CC=C1)N1CSC(=C1C)CCO 3-benzyl-5-(2-hydroxyethyl)-4-methyl-thiazole chloride